2-(2-(2-methoxyethoxy)ethoxy)4-aminobenzoic acid ethyl ester C(C)OC(C1=C(C=C(C=C1)N)OCCOCCOC)=O